2-fluoro-ethan-1-amine hydrochloride Cl.FCCN